N=1C=C(N2C1C=CC=C2)C(=O)N2CC1=C(CC2)C(=CS1)C(=O)OCC ethyl 6-(imidazo[1,2-a]pyridine-3-carbonyl)-4,5,6,7-tetrahydrothieno[2,3-c]pyridine-3-carboxylate